(S)-(5-amino-1-((4-(methylsulfonyl)benzyl)amino)-1,5-dioxopent-2-yl)carbamic acid tert-butyl ester C(C)(C)(C)OC(N[C@H](C(=O)NCC1=CC=C(C=C1)S(=O)(=O)C)CCC(=O)N)=O